1-[(2,4-Dimethoxyphenyl)methyl]-4-ethynyl-pyrrolidin-2-one COC1=C(C=CC(=C1)OC)CN1C(CC(C1)C#C)=O